NC1=C2C(=NC=N1)N(N=C2C2=CC=C(C=C2)OC2=CC=CC=C2)C2CC(CCCC2)N(C(=O)N2N=CN=C2)C N-(3-(4-amino-3-(4-phenoxyphenyl)-1H-pyrazolo[3,4-d]pyrimidin-1-yl)cycloheptyl)-N-methyl-1H-1,2,4-triazole-1-carboxamide